C(N)(OCC(NC(CBr)=O)C(C)(C)C)=O tert-butyl(2-(2-bromoacetamido)ethyl) carbamate